6,7-dihydrodipyrido[1,2-a:2',1'-c]pyrazinediium dibromide [Br-].[Br-].C1=CC=C[N+]2=C1C1=[N+](CC2)C=CC=C1